1'-(cyclopropylsulfonyl)-7-((3,4-difluorobenzyl)oxy)-1H-spiro[imidazo[1,2-c]pyrimidine-2,4'-piperidin]-5(3H)-one C1(CC1)S(=O)(=O)N1CCC2(CC1)NC=1N(C(N=C(C1)OCC1=CC(=C(C=C1)F)F)=O)C2